C1=C(CCC2=CC=CC=C12)C1=CC(=C(C=2N1N=CN2)C(=O)O)OCC2=CC=CC=C2 5-(3,4-dihydronaphthalene-2-yl)-7-(benzyloxy)-[1,2,4]triazolo[1,5-a]pyridine-8-carboxylic acid